(rel-(1R,3-endo,5S,6S,7R)-7-(bis(4-methoxyphenyl)(phenyl)methoxy)-6-acetoxy-8-methyl-8-azabicyclo[3.2.1]octane-3-yl) diglycolate C(COCC(=O)[O-])(=O)OC1C[C@@H]2[C@H]([C@H]([C@H](C1)N2C)OC(C)=O)OC(C2=CC=CC=C2)(C2=CC=C(C=C2)OC)C2=CC=C(C=C2)OC |o1:11,12,13,14|